[Ti].C(CCC)C(CO)(CO)CC (2-butyl-2-ethyl-1,3-propanediol) titanium